ClC=1C(=NC(=NC1)NC1CCOCC1)C1=CC=C2CN(C(C2=C1)=O)CC1NCCC1 6-{5-chloro-2-[(oxacyclohex-4-yl)amino]pyrimidin-4-yl}-2-[(pyrrolidin-2-yl)methyl]-2,3-dihydro-1H-isoindol-1-one